BrC1=C(C=CC=C1)S(=O)(=O)F bromobenzenesulfonyl fluoride